methyl (3S,6S,7aR,8aS,9aR)-6-amino-5-oxodecahydro-1H-cyclopropa[d]pyrrolo[1,2-a]azocine-3-carboxylate N[C@H]1C[C@@H]2[C@H](C[C@@H]3N(C1=O)[C@@H](CC3)C(=O)OC)C2